C(C)(C)(C)OC(=O)N1CC=2C(N(C=3N=CC=CC3C2CC1)CC=1C=NC=CC1)=O 6-(pyridin-3-ylmethyl)-5-oxo-1,4,5,6-tetrahydropyrido[3,4-C][1,8]naphthyridine-3(2H)-carboxylic acid tert-butyl ester